N-(1-allyl-7-bromo-4-(2-chloro-5-fluorophenoxy)-3-(1,3-dioxoisoindolin-2-yl)-1H-indazol-5-yl)-3-fluoro-5-(trifluoromethyl)benzamide C(C=C)N1N=C(C2=C(C(=CC(=C12)Br)NC(C1=CC(=CC(=C1)C(F)(F)F)F)=O)OC1=C(C=CC(=C1)F)Cl)N1C(C2=CC=CC=C2C1=O)=O